(s)-1-{2-[(5-chloro-1h-indole-2-carbonyl)-amino]-3-phenyl-propionyl}azetidine-3-carboxylate ClC=1C=C2C=C(NC2=CC1)C(=O)N[C@H](C(=O)N1CC(C1)C(=O)[O-])CC1=CC=CC=C1